C(C)OC(=O)C=1C(=C(N2C=CC(=C2C1)Br)C(C)OCC=1SC=CN1)C 1-bromo-6-methyl-5-(1-(thiazol-2-ylmethoxy)ethyl)indolizine-7-carboxylic acid ethyl ester